FC1=C(C=CC(=C1)C=1C=C2C=NN(C2=CC1)C)C(N(C(=O)C1CCCCC1)C=1C=C(C=NC1)/C=C/C(=O)OC)[2H] methyl (E)-3-(5-(N-((2-fluoro-4-(1-methyl-1H-indazol-5-yl)phenyl)methyl-d)cyclohexanecarboxamido)pyridin-3-yl)acrylate